1,4,6-cyclohexanetriol C1(CCC(CC1O)O)O